(3,3-difluoro-1-piperidinyl)-[rac-(5S,7S)-7-fluoro-5-phenyl-6,7-dihydro-5H-pyrrolo[1,2-b][1,2,4]triazol-2-yl]methanone FC1(CN(CCC1)C(=O)C=1N=C2N(N1)[C@@H](C[C@@H]2F)C2=CC=CC=C2)F |r|